tert-butyl (5R,9S)-2-((S)-1-(4-fluorophenyl)-3,4-dihydroisoquinolin-2(1H)-yl)-9-hydroxy-1-oxa-3,7-diazaspiro[4.4]non-2-ene-7-carboxylate FC1=CC=C(C=C1)[C@@H]1N(CCC2=CC=CC=C12)C=1O[C@]2(CN1)CN(C[C@@H]2O)C(=O)OC(C)(C)C